N=1C=C(N2N=CC=CC21)C#CC2=C(C=CC=1C(=NOC12)NC1=CC(=CC=C1)OC(F)(F)F)C 7-(imidazo[1,2-b]pyridazin-3-ylethynyl)-6-methyl-N-(3-(trifluoromethoxy)phenyl)benzo[d]isoxazol-3-amine